spiro[2.5]oct-6-yl-methanol C1CC12CCC(CC2)CO